4-(Tert-butyl)-N-(3'-chloro-4'-methoxy-2-(2H-tetrazol-5-yl)-[1,1'-biphenyl]-4-yl)piperidine-1-carboxamide bis(2,2,6,6-tetramethyl-4-piperidyl)sebacate CC1(NC(CC(C1)OC(CCCCCCCCC(=O)OC1CC(NC(C1)(C)C)(C)C)=O)(C)C)C.C(C)(C)(C)C1CCN(CC1)C(=O)NC1=CC(=C(C=C1)C1=CC(=C(C=C1)OC)Cl)C=1N=NNN1